5-(7-((1s,5r)-8-azabicyclo[3.2.1]oct-2-en-3-yl)-1-methyl-1H-indazol-3-yl)-6-(benzyloxy)pyridin-2-ol [C@@H]12C=C(C[C@@H](CC1)N2)C=2C=CC=C1C(=NN(C21)C)C=2C=CC(=NC2OCC2=CC=CC=C2)O